6-methoxy-5-({6-[(1R,2S)-5'-methoxy-2'-oxo-1',2'-dihydrospiro[cyclopropane-1,3'-indol]-2-yl]-1H-indazol-3-yl}amino)-N-(propan-2-yl)pyridine-2-carboxamide COC1=C(C=CC(=N1)C(=O)NC(C)C)NC1=NNC2=CC(=CC=C12)[C@@H]1C[C@@]12C(NC1=CC=C(C=C21)OC)=O